N2-(4-((S)-3-aminopiperidin-1-yl)-5-(1-(difluoromethyl)-1H-pyrazol-4-yl)pyridin-2-yl)-6-(2-fluoro-6-methoxyphenyl)pyridin-2,5-diamine hydrochloride Cl.N[C@@H]1CN(CCC1)C1=CC(=NC=C1C=1C=NN(C1)C(F)F)NC1=NC(=C(C=C1)N)C1=C(C=CC=C1OC)F